2-(5-chloro-2-methoxyphenyl)-5-fluoropyrimidine ClC=1C=CC(=C(C1)C1=NC=C(C=N1)F)OC